3-(1-Oxo-5-(((S)-1-(quinolin-3-ylmethyl)pyrrolidin-3-yl)methyl)isoindolin-2-yl)piperidine-2,6-dione O=C1N(CC2=CC(=CC=C12)C[C@@H]1CN(CC1)CC=1C=NC2=CC=CC=C2C1)C1C(NC(CC1)=O)=O